ClC=1C=C2C(=CC(=NC2=CC1)C(F)(F)F)NCC1(CN(C1)CCOC)C1=CC=C(C=C1)F 6-chloro-N-((3-(4-fluorophenyl)-1-(2-methoxyethyl)azetidin-3-yl)methyl)-2-(trifluoromethyl)quinolin-4-amine